ClC1=C(C(=CC=C1)Cl)C=1C=C2C(=NN(C2=CC1)C(C1=CC=CC=C1)(C1=CC=CC=C1)C1=CC=CC=C1)NC(=O)C12CCN(CC1)CC2 N-[5-(2,6-dichlorophenyl)-1-trityl-1H-indazol-3-yl]-1-azabicyclo[2.2.2]octane-4-carboxamide